N-(4-{[6-(5-chloro-2-fluorophenyl)-3-[3-(hydroxymethyl)azetidin-1-yl]pyridazin-4-yl]amino}pyridin-2-yl)-3-(4-methylpiperazin-1-yl)propanamide ClC=1C=CC(=C(C1)C1=CC(=C(N=N1)N1CC(C1)CO)NC1=CC(=NC=C1)NC(CCN1CCN(CC1)C)=O)F